4-(Triethoxysilylmethyl)-4H-1,2,4-triazol C(C)O[Si](OCC)(OCC)CN1C=NN=C1